C(OCCCCCBr)(OC(CCCCCCCCCC)CCCCCCCCCC)=O 5-bromopentyl henicosan-11-yl carbonate